BrC=1C=C(C(=C(C(=O)NCC=2C(NC(=CC2C)C)=O)C1)C)N(C1CCOCC1)CC 5-bromo-N-[(4,6-dimethyl-2-oxo-1H-pyridin-3-yl)methyl]-3-[ethyl(oxan-4-yl)amino]-2-methylbenzamide